(E)-N-(5,6-diaminohexyl)-3-(4-hydroxy-3-methoxyphenyl)acrylamide NC(CCCCNC(\C=C\C1=CC(=C(C=C1)O)OC)=O)CN